[2-(N-(4-chlorophenyl)anilino)-2-oxo-ethyl]-1-[(4-fluorophenyl)-methyl-carbamoyl]piperidine-4-carboxylic acid ClC1=CC=C(C=C1)N(C1=CC=CC=C1)C(CC1N(CCC(C1)C(=O)O)C(N(C)C1=CC=C(C=C1)F)=O)=O